C1(CC1)N(C(=O)C=1C=CC2=C(OCC(N2)=O)C1)CC1=CC=C(C=C1)C(NCCCCNC=1C=C2C(N(C(C2=CC1)=O)C1C(NC(CC1)=O)=O)=O)=O N-cyclopropyl-N-(4-((4-((2-(2,6-dioxopiperidin-3-yl)-1,3-dioxoisoindolin-5-yl)amino)butyl)carbamoyl)benzyl)-3-oxo-3,4-dihydro-2H-benzo[b][1,4]oxazine-7-carboxamide